tert-butyl N-[2-(2-{2-[2-(N-methyl-4-amino-3-methoxybenzenesulfonamido)ethoxy]ethoxy}ethoxy)ethyl]carbamate CN(S(=O)(=O)C1=CC(=C(C=C1)N)OC)CCOCCOCCOCCNC(OC(C)(C)C)=O